(2-fluorophenyl)propan-1-amine FC1=C(C=CC=C1)C(CC)N